N-[3-Fluoro-4-[[7-methoxy-6-(3-morpholin-4-ylpropoxy)-1,5-naphthyridin-4-yl]oxy]phenyl]-5-(4-fluorophenyl)-4-hydroxy-6-methylpyridine-3-carboxamide FC=1C=C(C=CC1OC1=CC=NC2=CC(=C(N=C12)OCCCN1CCOCC1)OC)NC(=O)C=1C=NC(=C(C1O)C1=CC=C(C=C1)F)C